COC1NCCC2=CC=C(C=C12)O methoxy-1,2,3,4-tetrahydroisoquinolin-7-ol